FC1=C(C(=CC=C1)F)C=1C=2C=3CCC=CCC3SC2NC([C@@H](N1)C)=O (5S)-3-(2,6-difluorophenyl)-5-methyl-9-thia-4,7-diazatricyclo[8.5.0.02,8]pentadecan-1(10),2(8),3,12-tetraen-6-one